pyrido[3,4-d]pyrimidine-5-carbonitrile trifluoroacetate FC(C(=O)O)(F)F.N1=CN=CC2=C1C=NC=C2C#N